C1(CC1)C(C(F)(F)C1=CC=C(C=N1)C1=CC=C(C=C1)N1CCN(CC1)C1=CC=C(C#N)C=C1)(CN1N=NN=C1)O 4-(4-(4-(6-(2-cyclopropyl-1,1-difluoro-2-hydroxy-3-(1H-tetrazol-1-yl)propyl)pyridin-3-yl)phenyl)piperazin-1-yl)benzonitrile